The molecule is the 1-carboxy-2-(2,4-dihydroxyphenyl)ethyl ester of trans-caffeic acid. It has a role as a non-steroidal anti-inflammatory drug, an antioxidant, a serine proteinase inhibitor, a peripheral nervous system drug, an EC 1.1.1.21 (aldehyde reductase) inhibitor and a plant metabolite. It is a polyphenol, a phenylpropanoid, a carboxylic ester and a monocarboxylic acid. It derives from a trans-caffeic acid. It is a conjugate acid of a rosmarinate. C1=CC(=C(C=C1CC(C(=O)O)OC(=O)/C=C/C2=CC(=C(C=C2)O)O)O)O